Methyl-(5S)-2-(6,7-dihydro-5H-cyclopenta[c]pyridin-3-ylmethyl)-3-oxo-2,3,5,6,7,8-hexahydro[1,2,4]triazolo[4,3-a]pyridine-5-carboxylate COC(=O)[C@@H]1CCCC=2N1C(N(N2)CC2=CC1=C(C=N2)CCC1)=O